C(C)(=O)NC=1C=C(C=CC1)C1=CC=C2C(=N1)N(C(=N2)C=2C(=NC=CC2)N)C2=CC=C(CC1=C(C=CC=C1)NC(C1=CC(=CC=C1)F)=O)C=C2 N-(4-(5-(3-acetamidophenyl)-2-(2-aminopyridin-3-yl)-3H-imidazo[4,5-b]Pyridin-3-yl)benzylPhenyl)-3-fluorobenzamide